7-(3-azabicyclo[3.1.0]hexan-1-yl-ethynyl)-N-(3,4-dichloro-2-fluorophenyl)-6-nitroquinazolin-4-amine C12(CNCC2C1)C#CC1=C(C=C2C(=NC=NC2=C1)NC1=C(C(=C(C=C1)Cl)Cl)F)[N+](=O)[O-]